C(C)OC(CC1CCC2(CCN(CC2)C(=O)OC(C)(C)C)CC1)=O tert-butyl 9-(2-ethoxy-2-oxoethyl)-3-azaspiro[5.5]undecane-3-carboxylate